COC1=C(C=C(C=C1)C)[C@@]1([C@@H](C1)C1=NC=C(N=C1)C)C(=O)NS(=O)(=O)C=1C=2C=CC(=NC2C=CC1)C (1R,2R)-1-(2-methoxy-5-methylphenyl)-2-(5-methylpyrazin-2-yl)-N-(2-methylquinoline-5-sulfonyl)cyclopropane-1-carboxamide